phenoxy-azetidine-1-carboxylate O(C1=CC=CC=C1)C1N(CC1)C(=O)[O-]